BrC=1C=C2CN(CC2=CC1)C(C(CC)C)=O 1-(5-Bromoisoindolin-2-yl)-2-methylbutan-1-one